C1(=CC=CC=C1)NC1OC(=CC=C1)C(=O)N (phenylamino)-2H-pyran-6-carboxamide